(R)-1-(3-bromo-2-methylphenyl)ethan-1-amine BrC=1C(=C(C=CC1)[C@@H](C)N)C